COC=1C=C(C=CC1OC)C1=CC=NC=2N1N=C(C2)C(=O)O 7-(3,4-dimethoxyphenyl)-2-pyrazolo[1,5-a]pyrimidinecarboxylic acid